Cl.CN(C1C(=C(C(C2(C(=C3C(C4=C(C=CC(=C4CC3CC12)N(C)C)O)=O)O)O)=O)C(=O)N)O)C 4,7-bis(dimethylamino)-1,4,4a,5,5a,6,11,12a-octahydro-3,10,12,12a-tetrahydroxy-1,11-dioxo-2-tetraceneformamide hydrochloride